1-(trifluoroethyl)imidazole FC(CN1C=NC=C1)(F)F